tert-butyl (R,E)-1-((tert-butyl-sulfinyl)imino)-5-methyl-1,3-dihydrospiro[indene-2,4'-piperidine]-1'-carboxylate C(C)(C)(C)[S@@](=O)\N=C/1\C2=CC=C(C=C2CC12CCN(CC2)C(=O)OC(C)(C)C)C